O1N=C(C2=C1C=CC=C2)C2=C(C=CC=C2)[C@H](CC2=NC(=C(C=C2)F)Br)N[S@@](=O)C(C)(C)C (S)-N-{(S)-1-[2-(Benzo[d]isoxazol-3-yl)phenyl]-2-(6-bromo-5-fluoropyridine-2-yl)ethyl}-2-methylpropane-2-sulfinamide